(E)-2-(4,7-Difluoro-1-(4-isopropylbenzylidene)-2-methyl-1H-inden-3-yl)acetic acid FC1=C2C(=C(\C(\C2=C(C=C1)F)=C/C1=CC=C(C=C1)C(C)C)C)CC(=O)O